11H-phenaleno[1,9-ab]carbazole C1=C2C=CC=3C=4C(C=C5C6=CC=CC=C6NC35)=CC=C(C=C1)C24